C(C)(C)S(=O)(=O)N1[C@H]2CN([C@@H](C1)C2)CC2=CC=1N(C=C2)N=CC1N1C(NC(CC1)=O)=O 1-(5-(((1R,4R)-5-(isopropylsulfonyl)-2,5-diazabicyclo[2.2.1]heptan-2-yl)methyl)pyrazolo[1,5-a]pyridin-3-yl)dihydropyrimidine-2,4(1H,3H)-dione